FC1=C(C(=O)NC(C(=O)O)C)C=CC(=C1)C=1C=NC=2N(C1)C(=CN2)C2(CC2)C=2C=C1C=CC=NC1=CC2 2-(2-fluoro-4-[3-(1-quinolin-6-ylcyclopropyl)imidazo[1,2-a]pyrimidin-6-yl]benzoylamino)propanoic Acid